N1=CC(=CC2=CC=CC=C12)C=1O[C@@H]([C@]([C@@](C1)(O)OCC1=CC=CC=C1)(O)OCC1=CC=CC=C1)C(O)OCC1=CC=CC=C1 1-(quinolin-3-yl)-3,4,6-tribenzyloxy-D-glucal